FC1=C(C=C(C=C1)OC)C1=CC=C(C=C1)C1=CC(=NN1)NC1=C(C=C(C=C1)NC(OC)=O)C methyl (4-((5-(2'-fluoro-5'-methoxy-[1,1'-biphenyl]-4-yl)-1H-pyrazol-3-yl)amino)-3-methylphenyl)carbamate